FC(C[C@H](C)NC(O[C@H]1CO[C@@H](C1)C=1C=NC(=NC1)NC1=CC=C(C=C1)S(N)(=O)=O)=O)(F)F (3R,5S)-5-{2-[(4-sulfamoylphenyl)amino]pyrimidin-5-yl}oxolan-3-yl N-[(2S)-4,4,4-trifluorobutan-2-yl]carbamate